Cl.C(N)(=N)N1N=CC=C1 1-amidinopyrazole-HCl